C(C(C)(C)C)(=O)OCCCCCCCC octyl neopentanoate